tert-butyl ((S)-5-((S)-2-(2-((2-fluorophenyl)amino)-2-oxoacetamido)-4-methylpentanamido)-6-oxo-7-(2,3,5,6-tetrafluorophenoxy)heptyl)carbamate FC1=C(C=CC=C1)NC(C(=O)N[C@H](C(=O)N[C@@H](CCCCNC(OC(C)(C)C)=O)C(COC1=C(C(=CC(=C1F)F)F)F)=O)CC(C)C)=O